FC(C1C(N(CCC1)[N+](=O)[O-])C(=O)O)F 3-(difluoromethyl)-1-nitro-piperidine-2-carboxylic acid